C1(=CC=CC=2C3=CC=CC=C3CC12)N (fluorenyl)amine